The molecule is a triterpenoid saponin with hederagenin as the aglycone part. It has been isolated from the stem bark of Kalopanax pictus. It has a role as an anti-inflammatory agent and a plant metabolite. It is a pentacyclic triterpenoid, a triterpenoid saponin and a carboxylic ester. It derives from a hederagenin. C[C@H]1[C@@H]([C@H]([C@H]([C@@H](O1)O[C@@H]2[C@H](O[C@H]([C@@H]([C@H]2O)O)OC[C@@H]3[C@H]([C@@H]([C@H]([C@@H](O3)OC(=O)[C@@]45CC[C@@]6(C(=CC[C@H]7[C@]6(CC[C@@H]8[C@@]7(CC[C@@H]([C@@]8(C)CO)O[C@H]9[C@@H]([C@H]([C@H](CO9)O)O[C@H]1[C@@H]([C@H]([C@@H]([C@H](O1)CO)O)O)O)O[C@H]1[C@@H]([C@@H]([C@H]([C@@H](O1)C)O)O)O)C)C)[C@@H]4CC(CC5)(C)C)C)O)O)O)CO)O)O)O